BrC1=CC(=C(C=C1F)N1C(C=CC2=C(C(=CC=C12)S(=O)(=O)OC1=C(C(=C(C(=C1F)F)F)F)F)F)=O)OC perfluorophenyl 1-(4-bromo-5-fluoro-2-methoxyphenyl)-5-fluoro-2-oxo-1,2-dihydroquinoline-6-sulfonate